CN(CCN1N=CC=C1C1=CN=C(C2=CN=C(C=C12)OC)N(C(OC(C)(C)C)=O)CC1=C(C=CC2=C1CCO2)F)C tert-butyl (4-(1-(2-(dimethylamino)ethyl)-1H-pyrazol-5-yl)-6-methoxy-2,7-naphthyridin-1-yl)((5-fluoro-2,3-dihydrobenzofuran-4-yl)methyl)carbamate